C1(CC1)C=1N=C(C(=NC1)N)C 5-cyclopropyl-3-methyl-pyrazin-2-amine